C(C)C=1C=C(C=CC1)[C@H](C)NC(=O)C1=CC=C2C(=C(N(C2=C1)C)C)CC=1C=C(OC(C(=O)O)(C)C)C=CC1 (S)-2-(3-((6-((1-(3-ethylphenyl)ethyl)carbamoyl)-1,2-dimethyl-1H-indol-3-yl)methyl)phenoxy)-2-methyl-propanoic acid